C(C)(C)(C)OC(=O)N1C[C@H](CCC1)NC1=NC=C(C(=N1)C1=CNC2=C(C=CC=C12)NS(=O)(=O)C)C(F)(F)F (S)-3-((4-(7-(Methylsulfonamido)-1H-indol-3-yl)-5-(trifluoromethyl)pyrimidin-2-yl)amino)piperidine-1-carboxylic acid tert-butyl ester